NC1=C2NC(N(C2=NC=N1)[C@@H]1C(CN(CC1)C(=O)OC(C)(C)C)(F)F)=O tert-butyl (4S)-4-(6-amino-8-oxo-7H-purin-9-yl)-3,3-difluoropiperidine-1-carboxylate